CC1(OCCN2C1=CC(=N2)S(=O)(=O)NC(NC2=C1CCCC1=CC(=C2C2=CC=1N(C=C2)N=CC1)C)=O)C 4,4-dimethyl-N-((6-methyl-5-(pyrazolo[1,5-a]pyridin-5-yl)-2,3-dihydro-1H-inden-4-yl)carbamoyl)-6,7-dihydro-4H-pyrazolo[5,1-c][1,4]oxazine-2-sulfonamide